NC1=C(SC2=NC(=C(C=C21)F)C)C(=O)NC2CC=1C=CC(=NC1CC2)N2CC(C(C2)OCCOC)N 3-amino-N-{2-[3-amino-4-(2-methoxyethoxy)pyrrolidin-1-yl]-5,6,7,8-tetrahydroquinolin-6-yl}-5-fluoro-6-methylthieno[2,3-b]pyridine-2-carboxamide